(S)-5-(2-(3-(2-cyclopropylethyl)-3-(ethoxy-methyl)pyrrolidin-1-yl)propan-2-yl)-2-methylpyridine citrate C(CC(O)(C(=O)O)CC(=O)O)(=O)O.C1(CC1)CC[C@]1(CN(CC1)C(C)(C)C=1C=CC(=NC1)C)COCC